C(#N)C1=CC(=C(COC2=CC=CC(=N2)C2=CC=C(C=3CCOC32)C(C)C3=NC2=C(N3C[C@H]3OCC3)C=C(C=C2)C(=O)O)C=C1)F 2-(1-(7-(6-((4-cyano-2-fluorobenzyl)oxy)pyridin-2-yl)-2,3-dihydrobenzofuran-4-yl)ethyl)-1-(((S)-oxetan-2-yl)methyl)-1H-benzo[d]imidazole-6-carboxylic acid